S1C=C(C2=C1C=CC=C2)N 1-benzothiophen-3-amine